C(CCCCCCCCC)OCCCNCCCN N-(3-decoxypropyl)-1,3-diaminopropane